Methyl (S)-4-(1-(1-(4-(trifluoromethoxy)benzyl)-6-(trifluoromethyl)-2,3-dihydro-1H-imidazo[1,2-b]pyrazole-7-carboxamido)ethyl)benzoate FC(OC1=CC=C(CN2CCN3N=C(C(=C32)C(=O)N[C@@H](C)C3=CC=C(C(=O)OC)C=C3)C(F)(F)F)C=C1)(F)F